N-hydroxy-6-(3,4-dimethoxybenzoylamino)benzo[d]oxazole-2-carboxamide ONC(=O)C=1OC2=C(N1)C=CC(=C2)NC(C2=CC(=C(C=C2)OC)OC)=O